Cl.FC1=NC(=CC=C1OC1CC(C1)N)F (1r,3r)-3-((2,6-difluoropyridin-3-yl)oxy)cyclobutane-1-amine hydrochloride